NCC(CCC(=O)O)=O (E)-5-aminolevulinic acid